3-bromo-2',4'-difluoro-2-(methoxymethyloxy)-5,5'-dimethyl-1,1'-biphenyl BrC=1C(=C(C=C(C1)C)C1=C(C=C(C(=C1)C)F)F)OCOC